(S)-5-(4'-chloro-1',2'-dihydrospiro[cyclopropane-1,3'-pyrrolo[2,3-b]pyridin]-5'-yl)-3-cyclopropyl-3-hydroxyindolin-2-one ClC1=C2C(=NC=C1C=1C=C3[C@@](C(NC3=CC1)=O)(O)C1CC1)NCC21CC1